1-(tert-butyl) 4-oxopiperidine-1,3-dicarboxylate O=C1C(CN(CC1)C(=O)OC(C)(C)C)C(=O)[O-]